FC1=C(C=CC(=C1)[N+](=O)[O-])NN=NC=1C=C(C=CC1)C 3-(2-fluoro-4-nitrophenyl)-1-(m-tolyl)triaz-1-ene